5-[({[(Tert-butoxy)carbonyl]amino}sulfonyl)(1-methyl-1H-pyrazol-4-yl)amino]-3,3-difluoro-1-methylpiperidin-1-ium trifluoroacetate FC(C(=O)[O-])(F)F.C(C)(C)(C)OC(=O)NS(=O)(=O)N(C1CC(C[NH+](C1)C)(F)F)C=1C=NN(C1)C